(3-Isopropenyl-2,2-Dimethylcyclobutyl)Methyl 3-Methyl-3-Butenoate CC(CC(=O)OCC1C(C(C1)C(=C)C)(C)C)=C